5-{[1-(4-chlorophenyl)-1H-pyrazol-3-yl]methyl}-3-(2,6-dimethoxyphenyl)-2-(ethoxymethyl)-6-hydroxy-3,4-dihydropyrimidin-4-one ClC1=CC=C(C=C1)N1N=C(C=C1)CC=1C(N(C(=NC1O)COCC)C1=C(C=CC=C1OC)OC)=O